ClC1=CC(=C(C=N1)C1=NC=C(C=C1F)CN1C[C@@H](CC1)O)NCC[C@@H](C)O (R)-1-((6'-Chloro-3-fluoro-4'-(((R)-3-hydroxybutyl)amino)-[2,3'-bipyridin]-5-yl)methyl)pyrrolidin-3-ol